1-Propyl-2-pyrrolidin-1-yl-8-[1-(3-trifluoromethyl-benzyl)-1H-pyrazol-4-yl]-1,7-dihydro-purin-6-one C(CC)N1C(=NC=2N=C(NC2C1=O)C=1C=NN(C1)CC1=CC(=CC=C1)C(F)(F)F)N1CCCC1